methyl 2-[1-[6-chloro-2-morpholino-4-(2-trimethylsilylethynyl)-8-quinolyl]ethylamino]benzoate ClC=1C=C2C(=CC(=NC2=C(C1)C(C)NC1=C(C(=O)OC)C=CC=C1)N1CCOCC1)C#C[Si](C)(C)C